COC=1N=C2C(=CC=NC2=CC1OC)OC1=C(C=C(C=C1)NC(=O)C=1C(=NC=C(C1O)C1=C(C=C(C=C1)F)OC)C)F N-[4-[(6,7-dimethoxy-1,5-naphthyridin-4-yl)oxy]-3-fluorophenyl]-5-(4-fluoro-2-methoxyphenyl)-4-hydroxy-2-methylpyridine-3-carboxamide